6-(2-((4-cyclopropyl-1-(2,6-dichlorophenyl)-1H-1,2,3-triazol-5-yl)methylene)-7-azaspiro[3.5]non-7-yl)nicotinic acid C1(CC1)C=1N=NN(C1C=C1CC2(C1)CCN(CC2)C2=NC=C(C(=O)O)C=C2)C2=C(C=CC=C2Cl)Cl